bis(3-vinyl-1H-imidazole) dibromide [Br-].[Br-].C(=C)N1CNC=C1.C(=C)N1CNC=C1